CN1C(N(C=2N=CN(C2C1=O)CC1=CC=C(C=C1)C1=NOC(=N1)C(F)(F)F)C)=O 1,3-dimethyl-7-[[4-[5-(trifluoromethyl)-1,2,4-oxadiazol-3-yl]phenyl]methyl]purine-2,6-dione